FC=1C=CCCC1F 5,6-difluoro-1H-benzol